(R)-N-((2-(6-(3,3-difluoro-4-hydroxypiperidin-1-yl)pyridin-2-yl)-1,6-naphthyridin-7-yl)methyl)-3-((difluoromethyl)sulfonyl)benzamide FC1(CN(CC[C@H]1O)C1=CC=CC(=N1)C1=NC2=CC(=NC=C2C=C1)CNC(C1=CC(=CC=C1)S(=O)(=O)C(F)F)=O)F